6-chlorocytidine 5'-triphosphate P(O)(=O)(OP(=O)(O)OP(=O)(O)O)OC[C@@H]1[C@H]([C@H]([C@@H](O1)N1C(=O)N=C(N)C=C1Cl)O)O